acryloyloxyoctyl-trimellitic acid C(C=C)(=O)OCCCCCCCCC1=C(C(C(=O)O)=CC=C1C(=O)O)C(=O)O